2-(4-(2-((4-(Bis((9Z,12Z)-2-hydroxyoctadeca-9,12-dien-1-yl)amino)butyl)disulfaneyl)ethyl)piperazin-1-yl)ethyl 4-(bis(2-hydroxydodecyl)amino)butanoate OC(CN(CCCC(=O)OCCN1CCN(CC1)CCSSCCCCN(CC(CCCCCC\C=C/C\C=C/CCCCC)O)CC(CCCCCC\C=C/C\C=C/CCCCC)O)CC(CCCCCCCCCC)O)CCCCCCCCCC